3-methoxy-2-(2-methyl-2H-1,2,3-triazol-4-yl)pyridin COC=1C(=NC=CC1)C1=NN(N=C1)C